CCCCCCCCCCCCCC(=O)O N-tetradecanoate